2,2'-diphenyl-4,4'-sulfonyl-diphenol C1(=CC=CC=C1)C1=C(C=CC(=C1)S(=O)(=O)C1=CC(=C(C=C1)O)C1=CC=CC=C1)O